C(C)OC(C1=CN=C(C=C1NCC(F)(F)F)Cl)=O 6-chloro-4-((2,2,2-trifluoroethyl)amino)nicotinic acid ethyl ester